FC(OC=1C=C(OC2=NC=C(C=N2)C=2C=C(C=NC2)NC2CN(C2)C(=O)OC(C)(C)C)C=CC1)F tert-butyl 3-[[5-[2-[3-(difluoromethoxy)phenoxy] pyrimidin-5-yl]-3-pyridyl]amino]azetidine-1-carboxylate